3-Chloro-5-[[[1-[1-(2-pyrimidinyl)-1H-1,2,4-triazol-5-yl]ethyl]amino]carbonyl]phenyl 1,1,1-trifluoromethanesulfonate FC(S(=O)(=O)OC1=CC(=CC(=C1)C(=O)NC(C)C1=NC=NN1C1=NC=CC=N1)Cl)(F)F